6-benzyl-3-(4-methylpiperazin-1-yl)-1-(piperazin-1-yl)-5,6,7,8-tetrahydro-2,6-naphthyridine-4-carbonitrile hydrochloride Cl.C(C1=CC=CC=C1)N1CC=2C(=C(N=C(C2CC1)N1CCNCC1)N1CCN(CC1)C)C#N